(4-Benzylthiazol-2-yl)zinc C(C1=CC=CC=C1)C=1N=C(SC1)[Zn]